CC(CC[C@@H](C(=O)O)N[C@H](C)C1=CC=C2CCCN(C2=C1)C)(C)C (2S)-5,5-dimethyl-2-{[(1R)-1-(1-methyl-1,2,3,4-tetrahydroquinolin-7-yl)ethyl]amino}hexanoic acid